ClC=1C=CC(=C(C1)C1=C(C=CC(=C1)F)C1=NC(=NO1)C1=CC=C(C=C1)C=1N(C=C(N1)C(F)(F)F)C)F 5-(5'-chloro-2',5-difluoro-[1,1'-biphenyl]-2-yl)-3-(4-(1-methyl-4-(trifluoromethyl)-1H-imidazol-2-yl)phenyl)-1,2,4-oxadiazole